2-propoxy-1,1-diethylethanol C(CC)OCC(O)(CC)CC